rel-(2R*,3S*,4S*,5R*)-3-(3,4-difluoro-2-methoxyphenyl)-N-(7-hydroxy-6,7-dihydro-5H-cyclopenta[b]pyridin-3-yl)-4,5-dimethyl-5-(trifluoromethyl)tetrahydrofuran-2-carboxamide FC=1C(=C(C=CC1F)[C@H]1[C@@H](O[C@]([C@H]1C)(C(F)(F)F)C)C(=O)NC=1C=C2C(=NC1)C(CC2)O)OC |o1:8,9,11,12|